allyl 8-(5-((3-cyclopentyl-1H-pyrazol-1-yl)methyl)-1,2,4-oxadiazol-3-yl)-2-((S)-2,2-dimethylcyclopropane-1-carbonyl)-2,6-diazaspiro[3.4]octane-6-carboxylate C1(CCCC1)C1=NN(C=C1)CC1=NC(=NO1)C1CN(CC12CN(C2)C(=O)[C@@H]2C(C2)(C)C)C(=O)OCC=C